N1C(=CC2=CC=CC=C12)C(=O)N1CCN(CC1)C(C(=O)N[C@H]1[C@@H](CCCC1)O)=O 2-(4-(1H-indole-2-carbonyl)piperazin-1-yl)-N-((1R,2R)-2-hydroxycyclohexyl)-2-oxoacetamide